neocosanic acid C(CCCCCCCCCCCCCCCC(C)(C)C)(=O)O